1,2-dichlorocyclobutane ClC1C(CC1)Cl